(R)-1-(6-vinyl-quinazolin-2-yl)-7-oxa-1-azaspiro[4.4]nonane C(=C)C=1C=C2C=NC(=NC2=CC1)N1CCC[C@@]12COCC2